C(C)(C)(C)OC(=O)N1CC(=CCC1)C=1C=C2C(=NC=NC2=CC1)NC1=C(C(=C(C=C1)Cl)Cl)F.C1(=CC(=CC=C1)C(CC1=CC=C(N)C=C1)C)C(CC1=CC=C(N)C=C1)C 4,4'-[1,3-phenylenebis(1-methylethylene)]dianiline tert-butyl-3-(4-((3,4-dichloro-2-fluorophenyl)amino)quinazolin-6-yl)-5,6-dihydropyridine-1(2H)-carboxylate